Methyl (rel)-(S)-3-fluoro-4-(3-hydroxy-3-(methoxymethyl) pent-1-yn-1-yl)benzoate FC=1C=C(C(=O)OC)C=CC1C#C[C@@](CC)(COC)O |o1:13|